C(C)O[C@H]1CC[C@H](CC1)CNC(N(C)CC1CCN(CC1)CC(=O)C1=CC=C(C=C1)F)=O 3-((cis-4-ethoxycyclohexyl)methyl)-1-((1-(2-(4-fluorophenyl)-2-oxoethyl)piperidin-4-yl)methyl)-1-methylurea